(4-Aminophenylthio) guanosine-5'-monophosphate P(=O)(O)(O)OC[C@@H]1[C@H]([C@H]([C@@](O1)(N1C=NC=2C(=O)NC(N)=NC12)SC1=CC=C(C=C1)N)O)O